3-(6-azaspiro[2.5]octan-6-yl)-6-(trifluoromethyl)pyridazine-4-carboxylic acid C1CC12CCN(CC2)C=2N=NC(=CC2C(=O)O)C(F)(F)F